N-[N-(2-aminoethyl)-2-aminoethyl]-3-aminopropyl-triethoxysilane NCCNCCNCCC[Si](OCC)(OCC)OCC